BrC1=C(C(OC(=C1)C(=O)O)=O)OCC(COC)(C)C 4-bromo-3-(3-methoxy-2,2-dimethylpropoxy)-2-oxo-2H-pyran-6-carboxylic acid